1-Methyl-N-{5-[2-(trifluoromethyl)phenyl]-1H-indazol-3-yl}piperidine-4-carboxamide hydrochloride Cl.CN1CCC(CC1)C(=O)NC1=NNC2=CC=C(C=C12)C1=C(C=CC=C1)C(F)(F)F